3,6-dichloro-4-(phenylsulfonyl)pyridazine ClC=1N=NC(=CC1S(=O)(=O)C1=CC=CC=C1)Cl